FC1(OC2=C(O1)C=CC(=C2)C2(CC2)C(=O)N[C@@H]2C[C@@H](OCC2)C2=CC=C(C(=O)O)C=C2)F 4-[(2R,4S)-4-({[1-(2,2-difluoro-1,3-benzodioxol-5-yl)cyclopropyl]carbonyl}amino)tetrahydro-2H-pyran-2-yl]benzoic acid